O=C1NC(CCC1N1CC2=CC=CC(=C2C1=O)NCCCCN1CCN(CC1)C1=CC=C(N=N1)C(=O)N1CCC(CC1)CCCCNC(\C=C\C=1C=NC=CC1)=O)=O (E)-N-(4-(1-(6-(4-(4-((2-(2,6-dioxopiperidin-3-yl)-3-oxoisoindolin-4-yl)amino)butyl)piperazin-1-yl)pyridazine-3-carbonyl)piperidin-4-yl)butyl)-3-(pyridin-3-yl)acrylamide